COC(=O)[C@@H]1NC1 (R)-aziridine-2-carboxylic acid methyl ester